1-(t-butyl) 2-methyl (4S)-2-(2-(chloromethyl)allyl)-4-methoxypyrrolidin-1,2-dicarboxylate ClCC(CC1(N(C[C@H](C1)OC)C(=O)OC(C)(C)C)C(=O)OC)=C